OC1=C(C=C2C=C(N(C2=C1)S(=O)(=O)C1=CC=C(C)C=C1)C)C(=O)O 6-Hydroxy-2-methyl-1-tosyl-1H-indole-5-carboxylic acid